C(C)(C)OC(CCCN(CCCC(=O)OC(C)C)CCCN)=O.C(=C\C)/C1=CC=C(N)C=C1 (E)-4-(prop-1-en-1-yl)aniline isopropyl-4-[3-aminopropyl-(4-isopropoxy-4-oxo-butyl)amino]butanoate